N1(CCC1)C1CCN(CC1)C1=C(C=C(C(=C1)OC)NC1=NC=NC(=C1)N1OCC[C@@H]1CC1=CC(=CC=C1)OC1=CC(=CC=C1)F)NC(C=C)=O (S)-N-(2-(4-(azetidin-1-yl)piperidin-1-yl)-5-((6-(3-(3-(3-fluorophenoxy)-benzyl)isoxazolidin-2-yl)pyrimidin-4-yl)amino)-4-methoxyphenyl)acrylamide